C(CCC=CCCC)CNC1=CC=C(C=C1)Br N-(oct-4-en-1-ylmethyl)-4-bromoaniline